2'-Chloro-5'-methoxy-6-methyl-N-(5-(6-methyl-5-(trifluoromethyl)pyrazine-2-carbonyl)-5,6-dihydro-4H-pyrrolo[3,4-d]thiazol-2-yl)-[4,4'-bipyridine]-3-carboxamide ClC1=NC=C(C(=C1)C1=C(C=NC(=C1)C)C(=O)NC=1SC2=C(N1)CN(C2)C(=O)C2=NC(=C(N=C2)C(F)(F)F)C)OC